ClC1=C(C(=CC=C1)C1=CC=C(C=C1)C(F)(F)F)C(=O)NCC1(NC(NC1=O)=O)C=1N(C=CN1)C chloro-N-{[4-(1-methyl-1H-imidazol-2-yl)-2,5-dioxoimidazolidin-4-yl]methyl}-4'-(trifluoromethyl)[biphenyl]-2-carboxamide